butylenebisstearamide C(CCCCCCCCCCCCCCCCCCCCC(=O)N)CCCCCCCCCCCCCCCCCC(=O)N